CS(=O)(=O)N1CCC(CC1)NC1=NC=C(C(=N1)C1=CN=C(S1)C1=C(C=CC=C1)CO)C(F)(F)F [2-[5-[2-[(1-Methylsulfonylpiperidin-4-yl)amino]-5-(trifluoromethyl)pyrimidin-4-yl]-1,3-thiazol-2-yl]phenyl]methanol